C1(CCC1)C1=NN(C(C2=CC=CC=C12)=O)NC(CC1=CC(=CC(=C1)F)F)=O N-(4-cyclobutyl-1-oxophthalazin-2(1H)-yl)-2-(3,5-difluorophenyl)acetamide